1-(Chlorocarbonyl)indoline-4-carboxylic acid methyl ester COC(=O)C=1C=2CCN(C2C=CC1)C(=O)Cl